1,4-ethylenepiperidine C1CN2CCC1CC2